FC1=C(C#N)C=CC(=C1)C=1N=C(N(C(C1C=1C=NC(=CC1)C)=O)C)N1CCC(CC1)NC 2-fluoro-4-[1-methyl-2-(4-methylamino-piperidin-1-yl)-5-(6-methyl-pyridin-3-yl)-6-oxo-1,6-dihydro-pyrimidin-4-yl]-benzonitrile